(R)-5-chloro-N-(1-(2-chloro-4-fluorophenyl)ethyl)pyrazolo[1,5-a]pyrimidin-7-amine ClC1=NC=2N(C(=C1)N[C@H](C)C1=C(C=C(C=C1)F)Cl)N=CC2